2-(6-(trifluoromethyl)pyridin-3-yl)acetic acid FC(C1=CC=C(C=N1)CC(=O)O)(F)F